3-Bromo-4-(cyclobutoxy)-N-methyl-N-propyl-benzenesulfonamide BrC=1C=C(C=CC1OC1CCC1)S(=O)(=O)N(CCC)C